BrC1=C2C=CNC2=C(C=C1F)CO (4-bromo-5-fluoro-1H-indol-7-yl)methanol